FC1=C(C=CC(=C1)C1=CC=C(C=C1)OCCNCCCN)C1=CC=C(C=C1)CCC N-[2-(2'-Fluoro-4-propyl-[1,1':4',1'']terphenyl-4''-yloxy)-ethyl]-propan-1,3-diamin